hexahydro-3,7-methanoindolizin-6(5H)-one C1CC2N3CC(C(CC13)C2)=O